N-(2-(5,5-difluorotetrahydro-2H-pyran-2-yl)-4-(2,4,5-trifluorophenyl)pyridin-3-yl)-2-isopropoxypyrimidine-5-carboxamide FC1(CCC(OC1)C1=NC=CC(=C1NC(=O)C=1C=NC(=NC1)OC(C)C)C1=C(C=C(C(=C1)F)F)F)F